(R)-3-nitro-4-(((4-(oxetan-3-yl)morpholin-2-yl)methyl)amino)benzenesulfonamide [N+](=O)([O-])C=1C=C(C=CC1NC[C@@H]1CN(CCO1)C1COC1)S(=O)(=O)N